1-(t-butoxycarbonyl)-1,2,3,6-tetrahydropyridin-4-yl-2-fluorobenzoic acid C(C)(C)(C)OC(=O)N1CCC(=CC1)C=1C(=C(C(=O)O)C=CC1)F